C(C=C)(=O)OCCCCC[Si](OCC)(OCC)OCC acryloxypentyl-triethoxysilane